COC1=CC=C2CCN(CC2=C1)C 7-methoxy-2-methyl-3,4-dihydro-isoquinolin